CC1=NNC(=C1C1=CC=CC=N1)C 6-(3,5-dimethyl-1H-pyrazol-4-yl)pyridin